C(CC)(N)N propan-diamine